benzyl 3-(4-chloro-3-fluorophenyl)-3-((4-(trifluoromethoxy)phenyl)sulfonamido)azetidine-1-carboxylate ClC1=C(C=C(C=C1)C1(CN(C1)C(=O)OCC1=CC=CC=C1)NS(=O)(=O)C1=CC=C(C=C1)OC(F)(F)F)F